NCCOCCOCCNC(=O)C1=CC(=C(C(=O)OC)C=C1)P(C1=CC=CC=C1)C1=CC=CC=C1 methyl 4-[2-[2-(2-aminoethoxy) ethoxy] ethylcarbamoyl]-2-diphenylphosphinobenzoate